C(CCC(=O)O)(=O)O.C(CCC(=O)O)(=O)O.CC1(CC1)C(=O)N1[C@@H](CCC1)C(=O)N 1-[(1-methylcyclopropyl)carbonyl]-L-prolinamide disuccinate